FC=1C(=C(C=CC1F)[C@@H]1[C@H](O[C@]([C@@H]1C)(C(F)(F)F)C)C(=O)NC1=CC(=NC=C1F)C(=O)N)OC 4-[[(2S,3r,4r,5r)-3-(3,4-difluoro-2-methoxy-phenyl)-4,5-dimethyl-5-(trifluoromethyl)tetrahydrofuran-2-carbonyl]amino]-5-fluoro-pyridine-2-carboxamide